4-bromo-7-chloro-5-fluoro-1,3-dihydrofuro[3,4-f]quinoline BrC1=C2C(=C3C=CC(=NC3=C1F)Cl)COC2